FC(C)(F)C1(CC1)C#CC1=C2CCCN(C2=CN=C1)C1=NC(NC2=CC=CC(=C12)F)=O 4-(5-((1-(1,1-difluoroethyl)cyclopropyl)ethynyl)-3,4-dihydro-1,7-naphthyridin-1(2H)-yl)-5-fluoroquinazolin-2(1H)-one